4-(2-amino-[1,2,4]triazolo[1,5-a]pyridin-7-yl)-1-methyl-N-(1-(2-(trifluoromethoxy)phenyl)ethyl)-1H-indazole-6-carboxamide NC1=NN2C(C=C(C=C2)C2=C3C=NN(C3=CC(=C2)C(=O)NC(C)C2=C(C=CC=C2)OC(F)(F)F)C)=N1